N[C@H](CNC1=CC=C2C(C=C(N(C2=C1)C)C(F)(F)F)=O)C (2S)-2-amino-N-(1-methyl-4-oxo-2-(trifluoromethyl)-1,4-dihydroquinolin-7-yl)propylamine